2-(2,6-dimethylpyridin-4-yl)-3-isopropyl-5-(1-((2-methoxypyrimidin-5-yl)methyl)piperidin-4-yl)-1H-indole CC1=NC(=CC(=C1)C=1NC2=CC=C(C=C2C1C(C)C)C1CCN(CC1)CC=1C=NC(=NC1)OC)C